CON(C(=O)C=1NC(=C(C1C)C=1NC2=C(N1)C=CC(=C2)C(C2=CC=CC=C2)=O)C)C N-Methoxy-N-methyl-4-(5-benzoylbenzimidazol-2-yl)-3,5-dimethylpyrrol-2-carboxamid